FC(C=1C=C(C=C(C1)C(F)(F)F)C=1N=NNN1)(F)F 5-(3,5-bis(trifluoromethyl)phenyl)-2H-tetrazole